BrC=1N=CC2=CC=CC=C2C1NC(OC1=CC=CC=C1)=O Phenyl (3-bromoisoquinolin-4-yl)carbamate